C(C=C)OCCOCC=C ethyleneglycol diallyl ether